(R)-2-ethyl-7-fluoro-3,4-dihydronaphtho[2,3-f][1,4]oxazepin-5(2H)-one C(C)[C@H]1OC2=C(C(NC1)=O)C=C1C(=CC=CC1=C2)F